C1=CC=CC=2C=CC=3C=C4C=CC=CC4=NC3C21 benzo[c]acridine